8-(2,4-difluorophenyl)-2,3-dimethyl-6-[(2S)-2-(1-methyl-1H-pyrazol-4-yl)morpholin-4-yl]-3H,4H-pyrimido[5,4-d][1,3]diazin-4-one FC1=C(C=CC(=C1)F)C1=NC(=NC2=C1N=C(N(C2=O)C)C)N2C[C@@H](OCC2)C=2C=NN(C2)C